((3S,4S)-4-methoxy-1-methylpyrrolidin-3-yl)picolinamide CO[C@H]1[C@H](CN(C1)C)C=1C(=NC=CC1)C(=O)N